4'-O-methylquercetin COC1=C(C=C(C=2OC=3C=C(C=C(C3C(C2O)=O)O)O)C=C1)O